FC(C(=O)O)(F)F.NCC(CC=1N(C(NN1)=O)C1=NC=C(C=C1C)C1=CC=C(C=C1)C=1C=NN(C1)CC)=C(F)F [2-(aminomethyl)-3,3-difluoro-allyl]-4-[5-[4-(1-ethylpyrazol-4-yl)phenyl]-3-methyl-2-pyridinyl]-1,2,4-triazol-3-one trifluoroacetate salt